N-((7R)-2-cyano-2-azabicyclo[2.2.1]heptan-7-yl)-5-(4-(phenylamino)pyridin-3-yl)thiazole-2-carboxamide C(#N)N1C2CCC(C1)[C@H]2NC(=O)C=2SC(=CN2)C=2C=NC=CC2NC2=CC=CC=C2